2-methyl-4-(4-methyl-2,5-dioxo-imidazolidin-4-yl)benzoic acid CC1=C(C(=O)O)C=CC(=C1)C1(NC(NC1=O)=O)C